Z-pyrazole-4-carboxylate N1N=CC(=C1)C(=O)[O-]